C(C1=CC=CC=C1)OC(=O)N[C@H]1[C@@H](CN(C1)C(=O)OC(C)(C)C)C(=O)O |r| (3RS,4SR)-4-(((benzyloxy)carbonyl)amino)-1-(tert-butoxycarbonyl)pyrrolidine-3-carboxylic acid